FC(CC(C(=O)NC1=NC=CC(=C1)C1=C(C2=NC(=CC=C2N1)F)C1=NC=C(C=C1)F)C1=CC=C(C=C1)F)F (+)-4,4-difluoro-N-{4-[5-fluoro-3-(5-fluoropyridin-2-yl)-1H-pyrrolo[3,2-b]pyridin-2-yl]pyridin-2-yl}-2-(4-fluorophenyl)butanamide